tert-butyl 3-(4-(1-benzyl-1H-pyrazol-3-yl)-6-(4-fluorophenyl) pyridin-3-yl)-2,5-dihydro-1H-pyrrole-1-carboxylate C(C1=CC=CC=C1)N1N=C(C=C1)C1=C(C=NC(=C1)C1=CC=C(C=C1)F)C=1CN(CC1)C(=O)OC(C)(C)C